C(#N)C=1C(=NC(=C(C1CC)C#N)N1CCN(CCC1)C)SCC1=CC=C(C=C1)CC(=O)O 2-(4-(((3,5-dicyano-4-ethyl-6-(4-methyl-1,4-diazepan-1-yl)pyridin-2-yl)thio)methyl)phenyl)acetic acid